FC1=CC(=C(OC2=C(C(=O)N)C=CC(=C2)OC)C=C1)C 2-(4-fluoro-2-methyl-Phenoxy)-4-methoxybenzamide